6-[2-(2,6-dichloro-3,5-dimethoxy-anilino)-3-pyridinyl]-N-[4-(1-methylazetidin-3-yl)oxy-2-nitro-phenyl]pyrimidin-4-amine ClC1=C(NC2=NC=CC=C2C2=CC(=NC=N2)NC2=C(C=C(C=C2)OC2CN(C2)C)[N+](=O)[O-])C(=C(C=C1OC)OC)Cl